cyclopropyl-1H-pyrazole-3-carboxylic acid methyl ester COC(=O)C1=NN(C=C1)C1CC1